FC=1C(=NC(=CC1)F)C1=NN(C=C1NC(=O)C=1N=C(SC1)C=1C=NN(C1)CO)C1CCC(CC1)OCC N-(3-(3,6-Difluoropyridin-2-yl)-1-((1r,4r)-4-ethoxycyclohexyl)-1H-pyrazol-4-yl)-2-(1-(hydroxymethyl)-1H-pyrazol-4-yl)thiazole-4-carboxamide